BrC=1C(=CC(=NC1)NC(CC)C1CC1)C(F)F 5-bromo-N-(1-cyclopropylpropyl)-4-(difluoromethyl)pyridin-2-amine